O=C1NC(CCC1N1C(C2=CC=C(C=C2C1)N1CCN(CC1)CCCCCN1CCN(CC1)C1=CC=C(N=N1)C(=O)N1CCC(CC1)CCCCNC(\C=C\C=1C=NC=CC1)=O)=O)=O (E)-N-(4-(1-(6-(4-(5-(4-(2-(2,6-dioxopiperidin-3-yl)-1-oxoisoindolin-5-yl)piperazin-1-yl)pentyl)piperazin-1-yl)pyridazine-3-carbonyl)piperidin-4-yl)butyl)-3-(pyridin-3-yl)acrylamide